ClC=1C=C(C(=O)NC)C=CC1NCC#CC=1C=C2C(=CC=CN2C1SC(F)(F)F)N[C@H]1[C@H](CN(CC1)C)F 3-chloro-4-{[3-(8-{[(3S,4R)-3-fluoro-1-methylpiperidin-4-yl]amino}-3-[(trifluoromethyl)sulfanyl]indolizin-2-yl)prop-2-yn-1-yl]amino}-N-methylbenzamide